C(CCC(=O)O)(=O)O.C(CCCCCCCCCCCCCCC)(=O)OCC(OC(CCCCCCCCCCCCCCC)=O)CO.C(CCCCCCCCCCCCCCC)(=O)OCC(OC(CCCCCCCCCCCCCCC)=O)CO 1,2-dipalmitoyl-glycerol hemisuccinate